N-(2-chloro-4-(trifluoromethyl)phenyl)-2-(6-ethyl-7-(4-(5-hydroxy-6-methylpyrimidine-4-carbonyl)piperazin-1-yl)-3-methyl-8-oxo-2-(prop-1-en-2-yl)pyrido[2,3-b]pyrazin-5(8H)-yl)acetamide ClC1=C(C=CC(=C1)C(F)(F)F)NC(CN1C(=C(C(C=2C1=NC(=C(N2)C(=C)C)C)=O)N2CCN(CC2)C(=O)C2=NC=NC(=C2O)C)CC)=O